C(C)N(C(=O)[C@H]1CN([C@@H]2CC=3C4=C(C2=C1)C=CC=C4NC3)CC3=C(C=CC=C3)O)CC (6aR,9R)-N,N-diethyl-7-(2-hydroxybenzyl)-4,6,6a,7,8,9-hexahydroindolo[4,3-fg]quinoline-9-carboxamide